ClC1=CC(=C(C(=O)Cl)C=C1)C 4-chloro-2-methylbenzoyl chloride